1-(4-chlorobenzyl)-3-(4-(1-(1-methyl-2-oxopiperidine-4-carbonyl)piperidin-4-yl)butyl)urea ClC1=CC=C(CNC(=O)NCCCCC2CCN(CC2)C(=O)C2CC(N(CC2)C)=O)C=C1